ClC=1N=C(C2=C(N1)C=C(S2)I)N2CCOCC2 4-(2-chloro-6-iodothieno[3,2-d]pyrimidin-4-yl)morpholin